ClC1=NC(=CC=2N=C(N=CC21)SC)Cl 5,7-dichloro-2-(methylsulfanyl)pyrido[4,3-d]pyrimidine